C(C)(C)(C)OC(=O)N1CC2CN(CC(C1)C2(F)F)C2=CC=C1C[C@H](COC1=C2)N 7-((R)-3-aminochroman-7-yl)-9,9-difluoro-3,7-diazabicyclo[3.3.1]nonane-3-carboxylic acid tert-butyl ester